4-amino-1-methylpyrazole hydrochloride Cl.NC=1C=NN(C1)C